[N+](=O)([O-])C1=C(C(=O)N2C=CC=3C2=CN=CC3C3=CC=C(C#N)C=C3)C=CC=C1 4-[1-(2-nitrobenzoyl)-1H-pyrrolo[2,3-c]pyridine-4-yl]benzonitrile